pyrazino[1,10]phenanthroline N1=CC=CC2=CC=C3C=C4C(=NC3=C12)N=CC=N4